ClC1=C(C=CC=C1Cl)C1(CC1)C(=O)N[C@@H](C(C)C)C(=O)N[C@H](CCC(=O)O)C(=O)O (1-(2,3-dichlorophenyl)cyclopropane-1-carbonyl)-L-valyl-D-glutamic acid